(-)-5-fluoro-4-(4-fluoro-2-methoxyphenyl)-N-[4-[(methylsulfonimidoyl)methyl]pyridin-2-yl]pyridin-2-amine FC=1C(=CC(=NC1)NC1=NC=CC(=C1)CS(=O)(=N)C)C1=C(C=C(C=C1)F)OC